Bis(trimethylstannyl)-L-Thyronin C[Sn](C)(C)N([C@@H](CC1=CC=C(C=C1)OC1=CC=C(C=C1)O)C(=O)O)[Sn](C)(C)C